2-((2-methyl-6-(trifluoromethyl)pyridin-3-yl)sulfonyl)-7-morpholino-5-oxa-2-azaspiro[3.4]octane CC1=NC(=CC=C1S(=O)(=O)N1CC2(C1)OCC(C2)N2CCOCC2)C(F)(F)F